C(CCCCCCCC)(=O)O.C(CCCCCCC)N(CCCCCCCC)CCCCCCCC trioctylamine nonanate